C1(=CCCCC1)C1=NC2=CC=CC=C2C(=C1)Cl 2-(cyclohex-1-en-1-yl)-4-chloroquinoline